CN1C2=C(OC[C@@H](C1=O)NC(OC(C)(C)C)=O)C=CC(=C2)OCC#CC=2C=NC=CC2 tert-butyl (S)-(5-methyl-4-oxo-7-((3-(pyridin-3-yl)prop-2-yn-1-yl)oxy)-2,3,4,5-tetrahydrobenzo[b][1,4]oxazepin-3-yl)carbamate